methyl 6-(benzyloxy)-7-(4-chlorophenyl)-7H-pyrazolo[4,3-c][1,2,4]triazolo[1,5-a]pyridine-5-carboxylate C(C1=CC=CC=C1)OC=1C2=C(C=3N(C1C(=O)OC)N=CN3)C=NN2C2=CC=C(C=C2)Cl